C(C)N1N=C(C=C1C=1NC(=NN1)C1=C2C=NN(C2=CC(=C1)C(=O)N)CCCCN1CCCCC1)C 4-[5-(1-ethyl-3-methyl-1H-pyrazol-5-yl)-4H-1,2,4-triazol-3-yl]-1-[4-(piperidin-1-yl)butyl]-1H-indazole-6-carboxamide